3-(N-(5-cyano-2-(4-cyanopiperidin-1-yl)phenyl)sulfamoyl)-4-cyclopropylbenzoic acid C(#N)C=1C=CC(=C(C1)NS(=O)(=O)C=1C=C(C(=O)O)C=CC1C1CC1)N1CCC(CC1)C#N